COC([C@H](C)N=P(=O)OC1=C(C=CC=C1)OC[C@H]1O[C@H]([C@]([C@@H]1O)(C)F)N1C(N(CC=C1)N)=O)=O (S)-2-{[(2r,3r,4r,5r)-5-(2-oxo-3-amino-pyrimidin-1-yl)-4-fluoro-3-hydroxy-4-methyl-tetrahydro-furan-2-ylmethoxy]-phenoxy-phosphorylamino}-propionic acid methyl ester